5-((4-(2,3-dichlorophenyl)piperazin-1-yl)methyl)-N,N-dimethylhexahydrocyclopenta[c]pyrrole-2(1H)-carboxamide ClC1=C(C=CC=C1Cl)N1CCN(CC1)CC1CC2C(CN(C2)C(=O)N(C)C)C1